(2R,5S)-benzyl 2-(benzo[d]thiazol-5-yl)-5-methylpiperidine-1-carboxylate Benzyl-chloroformate C(C1=CC=CC=C1)OC(=O)Cl.S1C=NC2=C1C=CC(=C2)[C@@H]2N(C[C@H](CC2)C)C(=O)OCC2=CC=CC=C2